FC1(CC2(CC2C1)CN1N=C(C(=C1)C)C(C)(F)F)F 1-((3,3-difluorobicyclo[3.1.0]hexan-1-yl)methyl)-3-(1,1-difluoroethyl)-4-methyl-1H-pyrazole